C(C)C1=C(C=NC(=C1)C)C1=C2C=C(NC2=C(C(=C1)C=1CN(CCC1)C(=O)OC(C)(C)C)F)C(=O)N1CCN(CC1)C1=NC=C(C=C1OC)F 1-tert-butyl 3-(4-(4-ethyl-6-methylpyridin-3-yl)-7-fluoro-2-(4-(5-fluoro-3-methoxypyridin-2-yl)piperazine-1-carbonyl)-1H-indol-6-yl)-5,6-dihydropyridine-1(2H)-carboxylate